CC1=CC=C(C=C1)CC[NH3+] p-methylphenylethylammonium